C(CCC(CCN)N)C(CCN)N (propan-1,3-diyl)bis(propane-1,3-diamin)